N(C(=N)N)C1=CC=C(C(=O)O)C=C1 4-carbamimidamido-benzoic acid